(Z)-6-fluoro-3-(4-fluorophenylmethylene)-4-nitroisobenzofuran-1(3H)-one FC1=CC(=C2/C(/OC(C2=C1)=O)=C/C1=CC=C(C=C1)F)[N+](=O)[O-]